silicon lithium salt [Li].[Si]